C(CC)(=O)OC=1C(=NC=CC1OC)C(N[C@H](C(=O)N[C@H](C(C1=CC(=CC=C1)C)C1=CC(=CC=C1)C)C)C)=O 2-(((S)-1-(((S)-1,1-bis(3-methylphenyl)propan-2-yl)amino)-1-oxopropan-2-yl)carbamoyl)-4-methoxypyridin-3-yl propionate